N-(3-methyl-oxetan-3-yl)-4-nitrobenzenesulfonamide CC1(COC1)NS(=O)(=O)C1=CC=C(C=C1)[N+](=O)[O-]